((2S)-1-methylpyrrolidin-2-yl)prop-2-enoic acid ethyl ester C(C)OC(C(=C)[C@H]1N(CCC1)C)=O